C(C)(C)(C)OC(=O)N1CC(C1)CN1CC=2N(N=CC2C1)C(C(=O)NC1=C(C=C(C=C1)C(F)(F)F)C1CC1)(C)C 3-((1-(1-((2-cyclopropyl-4-(trifluoromethyl)phenyl)amino)-2-methyl-1-oxopropan-2-yl)-4,6-dihydropyrrolo[3,4-c]pyrazol-5(1H)-yl)methyl)azetidine-1-carboxylic acid tert-butyl ester